N-(cyclohexylmethyl)-4-(furo[3,2-c]pyridin-4-yl)benzamide C1(CCCCC1)CNC(C1=CC=C(C=C1)C1=NC=CC2=C1C=CO2)=O